N-Ethyl-4-(hydroxy(1-methyl-1H-indol-5-yl)methyl)-6-methyl-7-oxo-6,7-dihydro-1H-pyrrolo[2,3-c]pyridine-2-carboxamide C(C)NC(=O)C1=CC2=C(C(N(C=C2C(C=2C=C3C=CN(C3=CC2)C)O)C)=O)N1